FC1=C(CN2C(C3=NC=CC=C3C2=O)([2H])[2H])C(=CC(=C1)C=1C2=CN(N=C2C(=CC1)OCCOC)C)C 6-(2-fluoro-4-(7-(2-methoxyethoxy)-2-methyl-2H-indazol-4-yl)-6-methylbenzyl)-6,7-dihydro-5H-pyrrolo[3,4-b]pyridin-5-one-7,7-d2